phosphino-2',4',6'-triisopropyl-3-methoxy-6-methylbiphenyl PC1=C(C(=CC=C1OC)C)C1=C(C=C(C=C1C(C)C)C(C)C)C(C)C